3-(4-(2-(4-hydroxypiperidin-1-yl)-7-azaspiro[3.5]nonan-7-yl)-1-oxoisoindoline-2-yl)piperidine-2,6-dione OC1CCN(CC1)C1CC2(C1)CCN(CC2)C2=C1CN(C(C1=CC=C2)=O)C2C(NC(CC2)=O)=O